6-[5-(trifluoromethoxy)pyrimidin-2-yl]isoquinolin FC(OC=1C=NC(=NC1)C=1C=C2C=CN=CC2=CC1)(F)F